N1=CNC2=NC=CC(=C21)C=2C=NN(C2)C2=CC=C(C=N2)[C@@](C(F)(F)F)(O)C2CN(CC2)C(C)C (S)-1-(6-(4-(3H-imidazo[4,5-b]pyridin-7-yl)-1H-pyrazol-1-yl)pyridin-3-yl)-2,2,2-trifluoro-1-(1-isopropylpyrrolidin-3-yl)ethanol